COC=1C=C(C=CC1OC)C=1NC2=CC=C(C=C2C1C(C)C)OCC(=O)NC[C@@H]1CNCC1 (S)-2-((2-(3,4-Dimethoxyphenyl)-3-isopropyl-1H-indol-5-yl)oxy)-N-(pyrrolidin-3-ylmethyl)acetamid